N-[(5,8-dimethyl-2-oxo-1H-quinolin-3-yl)methyl]-N-[(4-fluorophenyl)methyl]-3,5-dimethoxybenzamide CC1=C2C=C(C(NC2=C(C=C1)C)=O)CN(C(C1=CC(=CC(=C1)OC)OC)=O)CC1=CC=C(C=C1)F